C(C)N1N=C(C=C1)[S@](=O)(N)=NC(NC1=C2C(=NC3=C1CCC3)[C@@H](CC2)C)=O (S)-1-Ethyl-N'-(((R)-3-methyl-1,2,3,5,6,7-hexahydrodicyclopenta[b,e]pyridin-8-yl)carbamoyl)-1H-pyrazole-3-sulfonimidamide